(1S,2R)-2-({[3-{3-[(R)-cyclobutyl(4-methyl-4H-1,2,4-triazol-3-yl)methyl]phenyl}-5-(trifluoromethyl)-1H-pyrazolo[3,4-c]pyridin-7-yl]methyl}amino)cyclopentan-1-ol C1(CCC1)[C@H](C=1C=C(C=CC1)C1=NNC2=C(N=C(C=C21)C(F)(F)F)CN[C@H]2[C@H](CCC2)O)C2=NN=CN2C